2-N-acetyl-1,2,3,4-tetrahydro-β-carboline C(C)(=O)N1CC=2NC3=CC=CC=C3C2CC1